BrC=1C=C2C=C(C(=NC2=NC1)NCC1=CC(=CC(=C1)OC)OC)C 6-bromo-N-(3,5-dimethoxybenzyl)-3-methyl-1,8-naphthyridin-2-amine